OC=1C(=C(C=CC1)Br)F 3-hydroxy-o-fluorobromobenzene